BrC=1C=C2CCC(C2=CC1)NC(C1=C(C=CC(=C1)F)OCC)=O N-(5-bromo-2,3-dihydro-1H-inden-1-yl)-5-fluoro-2-ethoxybenzamide